(3R,4S)-3-(4-chlorophenyl)-4-fluoro-pyrrolidin ClC1=CC=C(C=C1)[C@@H]1CNC[C@H]1F